ClC=1C(=NC(=NC1)NC1=CC=C2C(=NNC2=C1)C1CC1)NC1=C(C=CC=C1)CS(=O)(=O)N (2-((5-chloro-2-((3-cyclopropyl-1H-indazol-6-yl)amino)pyrimidin-4-yl)amino)phenyl)methylsulfonamide